COC1=CC=C(CN(S(=O)(=O)[C@H](CC(=O)OC(C)C)[C@H](CC=C)C)CC2=CC=C(C=C2)OC)C=C1 (3R,4S)-ISOPROPYL 3-(N,N-BIS(4-METHOXYBENZYL)SULFAMOYL)-4-METHYLHEPT-6-ENOATE